C(#N)C1=C(C=CC=C1)C(C(C)C=1N(C(C(=C(N1)C(=O)NC=1C=NOC1)O)=O)C(C)C)C=1C=NN(C1)C 2-(1-(2-Cyanophenyl)-1-(1-methyl-1H-pyrazol-4-yl)propan-2-yl)-5-hydroxy-1-isopropyl-N-(isoxazol-4-yl)-6-oxo-1,6-dihydropyrimidine-4-carboxamide